O=C1NC(CCC1C1=CC=C(C=C1)C1CCN(CC1)CC(=O)O)=O 2-(4-(4-(2,6-dioxopiperidin-3-yl)phenyl)piperidin-1-yl)acetic acid